8-(4-chloro-2-fluorophenyl)-6-[(2S,4S)-2-(1-cyclopropyl-1H-pyrazol-4-yl)oxan-4-yl]-2,3-dimethyl-3H,4H-pyrimido[5,4-d][1,3]diazin-4-one ClC1=CC(=C(C=C1)C1=NC(=NC2=C1N=C(N(C2=O)C)C)[C@@H]2C[C@H](OCC2)C=2C=NN(C2)C2CC2)F